O=S1(C2=C(OC3(COC3)CN1CC1=C(C=CC(=N1)[C@@H](CC(=O)O)C1=C(C3=C(N(N=N3)CC)C=C1)C)C)C=CC=C2)=O (S)-3-(6-((1,1-Dioxidospiro[benzo[b][1,4,5]oxathiazepine-4,3'-oxetan]-2(3H)-yl)methyl)-5-methylpyridin-2-yl)-3-(1-ethyl-4-methyl-1H-benzo[d][1,2,3]triazol-5-yl)propanoic acid